C(C1=CC=CC=C1)(=O)O.C(C1=CC=CC=C1)(=O)O.OC1=CC=C(C=C1)C(C)(C)C1=CC=C(C=C1)O 2,2-bis(4-hydroxyphenyl)propane dibenzoate